methyl-4-[(1-methylcyclopropyl)amino]-N-[2-(thiophen-2-yl)ethyl]furo[2,3-d]pyrimidine-5-carboxamide CC=1N=C(C2=C(N1)OC=C2C(=O)NCCC=2SC=CC2)NC2(CC2)C